(E)-1-(4-(4-([1,2,4]triazolo[1,5-a]pyridin-7-yloxy)-3-methylphenylamino)pyrido[3,4-d]pyrimidin-6-yl)-3-(3-(dimethylamino)propylidene)pyrrolidin-2-one formate C(=O)O.N=1C=NN2C1C=C(C=C2)OC2=C(C=C(C=C2)NC=2C1=C(N=CN2)C=NC(=C1)N1C(/C(/CC1)=C/CCN(C)C)=O)C